(R)-6-bromo-4-(hydroxymethyl)-3,4-dihydro-1H-benzo[4,5]imidazo[2,1-c][1,4]oxazine-8-carboxylic acid BrC1=CC(=CC=2N=C3COC[C@H](N3C21)CO)C(=O)O